O=C1N(C(C2=CC=CC=C12)=O)C(C(=O)\N=C(\SC)/NC(OC(C)(C)C)=O)C tert-Butyl N-[(E)-N-[2-(1,3-dioxoisoindolin-2-yl)propanoyl]-C-methylsulfanyl-carbonimidoyl]carbamate